4,5-difluoro-1,3,2-dioxathiolane 2,2-dioxide FC1OS(OC1F)(=O)=O